Propane-2-sulfonic acid [(3S,4S)-4-(2',4'-difluoro-biphenyl-4-yloxy)-tetrahydro-furan-3-yl]-amide FC1=C(C=CC(=C1)F)C1=CC=C(C=C1)O[C@H]1[C@H](COC1)NS(=O)(=O)C(C)C